BrC=1C=C2[C@H](C3([C@H](N(C2=CC1)S(=O)(=O)CC1=CC=CC=C1)C1=CC=CC=C1)C(=NN(C3=O)C3=CC=CC=C3)C)C=C (2'R,4'R)-6'-bromo-3-methyl-1,2'-diphenyl-1'-toluenesulfonyl-4'-vinyl-1',4'-dihydro-2'H-spiro[pyrazole-4,3'-quinolin]-5(1H)-one